COCC1=C(C=CC=C1C)N1N=NN(C1=O)C 1-[2-(methoxymethyl)-3-methylphenyl]-4-methyltetrazol-5-one